COC[C@H]1CN(CCN1C)C(=O)OCC1=CC=CC=C1 (R)-benzyl 3-(methoxymethyl)-4-methylpiperazine-1-carboxylate